(7S,8S)-5-(carboxymethyl)-18-ethyl-7-(3-methoxy-3-oxopropyl)-2,8,12,17-tetramethyl-13-vinyl-7H,8H-porphyrin-3-carboxylic acid C(=O)(O)CC=1C2=C(C(=C(N2)C=C2C(=C(C(C=C3C(=C(C(=CC=4[C@H]([C@@H](C1N4)CCC(=O)OC)C)N3)C)C=C)=N2)C)CC)C)C(=O)O